1-[6-[5-[(2S)-2-cyanopyrrolidin-1-yl]benzimidazol-1-yl]-3-(1-hydroxyethyl)-2-pyridinyl]-5-methyl-pyrazole-3-carbonitrile C(#N)[C@H]1N(CCC1)C1=CC2=C(N(C=N2)C2=CC=C(C(=N2)N2N=C(C=C2C)C#N)C(C)O)C=C1